ClC1=C2N=CC(=NC2=CC=C1)C=1C(=NNC1)C1CC1 5-chloro-2-(3-cyclopropyl-1H-pyrazol-4-yl)quinoxaline